3-(2-(2-oxa-5-azabicyclo[4.1.0]heptane-5-carbonyl)-6-chloro-1,2,3,4-tetrahydroisoquinolin-8-yl)morpholine-4-carboxylic acid tert-butyl ester C(C)(C)(C)OC(=O)N1C(COCC1)C=1C=C(C=C2CCN(CC12)C(=O)N1CCOC2CC12)Cl